ClC1=C(C=C2C=C(N=CC2=C1)NC(=O)[C@H]1[C@@H](C1)C=1OC=CC1)C1CCN(CC1)[C@]1(COC[C@H]1O)C (1R,2R)-N-(7-chloro-6-(1-((3S,4S)-4-hydroxy-3-methyltetrahydrofuran-3-yl)piperidin-4-yl)isoquinolin-3-yl)-2-(furan-2-yl)cyclopropane-1-carboxamide